methyl 4-(4-((4'-chloro-5,5-dimethyl-3,4,5,6-tetrahydro-[1,1'-biphenyl]-2-yl)methyl)piperazin-1-yl)benzoate ClC1=CC=C(C=C1)C1=C(CCC(C1)(C)C)CN1CCN(CC1)C1=CC=C(C(=O)OC)C=C1